[O-]CC.[Al+3].[O-]CC.[O-]CC aluminum(III) ethoxide